Methyl 3-bromo-1-ethyl-1H-1,2,4-triazole-5-carboxylate BrC1=NN(C(=N1)C(=O)OC)CC